2-acetyl-4-hydroxynaphtho[2,3-b]furan-9-yl (3-((2-((methoxycarbonyl)oxy)ethyl)amino)propyl)carbamate COC(=O)OCCNCCCNC(OC1=C2C=CC=CC2=C(C2=C1OC(=C2)C(C)=O)O)=O